C(#N)C=1C=CC(=C(C1)NS(=O)(=O)C=1C=C(C(=O)O)C=CC1C1CC1)N1CCC(CC1)(F)F 3-(N-(5-cyano-2-(4,4-difluoropiperidin-1-yl)phenyl)sulfamoyl)-4-cyclopropylbenzoic acid